6-(4-(difluoromethoxy)-3-methoxyphenyl)-2-(4-methoxybenzyl)-4-(trifluoromethyl)-4,5-dihydropyridazin-3(2H)-one FC(OC1=C(C=C(C=C1)C=1CC(C(N(N1)CC1=CC=C(C=C1)OC)=O)C(F)(F)F)OC)F